Cl.C(C)(C)(C)NC(=O)C1(CCNCC1)CC N-tert-butyl-4-ethyl-piperidine-4-carboxamide HCl salt